1-(4-(((2R,4S)-5-hydrazino-4-methyl-5-oxo-1-phenylpentan-2-yl) carbamoyl) thiazol-2-yl)-4-methylpentylacetate N(N)C([C@H](C[C@H](CC1=CC=CC=C1)NC(=O)C=1N=C(SC1)C(CCC(C)C)CC(=O)[O-])C)=O